[Si](C)(C)(C(C)(C)C)OC1(CC1)C1=NC=CC(=C1Cl)C1=CN=C(N1)C1CC[C@@H]2CC(=CCN12)C1=C(C(=CC=C1N1N=NN=C1)Cl)F (8aR)-3-(5-(2-(1-((tert-butyldimethylsilyl)oxy)cyclopropyl)-3-chloropyridin-4-yl)-1H-imidazol-2-yl)-7-(3-chloro-2-fluoro-6-(1H-tetrazol-1-yl)phenyl)-2,3,8,8a-tetrahydroindolizin